C1=CC2=C(C=CC3=C2C(=C1)C(=O)NC3=O)N 4-aminonaphthalimide